3,6,10,13-tetrathiapentadecane-1,8,15-trithiol C(CSCCSCC(CSCCSCCS)S)S